[N-]=C=O.[N-]=C=O.C1CCCCC1 cyclohexane diisocyanate